C(C)(C)(C)OC(=O)N1CCC=2C=C3C(=NC2C1)C(=C(N3)C=3C(=C(C=1N(C3)N=CN1)C)C)C(C)C 2-(7,8-dimethyl-[1,2,4]triazolo[1,5-a]pyridin-6-yl)-3-isopropyl-1,5,7,8-tetrahydro-6H-pyrrolo[3,2-b][1,7]naphthyridine-6-carboxylic acid tert-butyl ester